(5R)-3-[4-[4-[Difluoro-(3-fluoro-1-methyl-azetidin-3-yl)methyl]phenyl]-3-fluoro-phenyl]-5-(triazol-1-ylmethyl)-4,5-dihydroisoxazole FC(C1=CC=C(C=C1)C1=C(C=C(C=C1)C1=NO[C@H](C1)CN1N=NC=C1)F)(C1(CN(C1)C)F)F